4-(5-bromo-6-nitropyridin-3-yl)-2-(1-methyl-1H-pyrazol-4-yl)morpholine BrC=1C=C(C=NC1[N+](=O)[O-])N1CC(OCC1)C=1C=NN(C1)C